CN(CCNC(=O)ON=C1CC=C2C=CC3=CC=CC=C3C2=C1)C phenanthrene-3(2H)-one O-((2-(dimethylamino)ethyl)carbamoyl)oxime